ClC=1C(=CC(=NC1)NC1CCN(CC1)CC=1C=C2C(N(C(C2=C(C1)F)=O)C1C(NC(CC1)=O)=O)=O)C1=NC(=CC=C1)NCC1(CCOCC1)C#N 4-(((5'-chloro-2'-((1-((2-(2,6-dioxopiperidin-3-yl)-7-fluoro-1,3-dioxoisoindolin-5-yl)methyl)piperidin-4-yl)amino)-[2,4'-bipyridin]-6-yl)amino)methyl)tetrahydro-2H-pyran-4-carbonitrile